FC(OC1=CC=C(C=C1)[C@H](C)NC[C@H](C(=O)NC)O)F (R)-3-(((S)-1-(4-(Difluoromethoxy)phenyl)ethyl)amino)-2-hydroxy-N-methylpropanamide